Ethyl (R)-3-amino-2-fluoropropanoate hydrochloride Cl.NC[C@H](C(=O)OCC)F